2-(4-diethoxyphosphorylphenyl)-3-[4-(trifluoromethyl)phenoxy]pyrazine C(C)OP(=O)(OCC)C1=CC=C(C=C1)C1=NC=CN=C1OC1=CC=C(C=C1)C(F)(F)F